N-(1-methylcyclobutyl)-1-(1,2,4-triazin-3-yl)pyrrolidin-3-amine CC1(CCC1)NC1CN(CC1)C=1N=NC=CN1